C(C1CO1)OC1=CC=C(C=C1)OCC1CO1 1,4-diglycidyl-oxy-benzene